2-(2-((4-fluorophenyl)ethynyl)-4-nitrophenyl)-1-(piperidin-1-yl)ethan-1-one FC1=CC=C(C=C1)C#CC1=C(C=CC(=C1)[N+](=O)[O-])CC(=O)N1CCCCC1